C(C=C)C(C(=O)OCC)C(C(=O)OCC)C(=O)C1=CC2=C(S1)C=C(C(=C2)OC)OC diethyl 2-allyl-3-(5,6-dimethoxybenzo[b]thiophene-2-carbonyl)succinate